N-[1-(tert-butoxycarbonyl)-4-piperidyl]-2,4-dinitrobenzenesulfonamide C(C)(C)(C)OC(=O)N1CCC(CC1)NS(=O)(=O)C1=C(C=C(C=C1)[N+](=O)[O-])[N+](=O)[O-]